4-methoxy-3-(N-(5-(methylsulfonyl)-2-(thiophen-2-yl)phenyl)sulfamoyl)benzoic Acid COC1=C(C=C(C(=O)O)C=C1)S(NC1=C(C=CC(=C1)S(=O)(=O)C)C=1SC=CC1)(=O)=O